CC1(CC(N(CC1)C(=O)NCC=CS(=O)(=O)C)C1=CC=CC=C1)C 4,4-dimethyl-N-(3-(methylsulfonyl)allyl)-2-phenylpiperidine-1-carboxamide